BrC=1C(=C(C=C(C1OC)Cl)C(C)=O)O 1-(3-bromo-5-chloro-2-hydroxy-4-methoxyphenyl)ethan-1-one